N-(2-fluoro-4-nitrophenyl)acetamide FC1=C(C=CC(=C1)[N+](=O)[O-])NC(C)=O